CN(CCN(C(=O)C=1C(NC=CC1)=S)CC)C N-[2-(dimethylamino)ethyl]-N-ethyl-2-thioxo-1,2-dihydropyridine-3-carboxamide